C(C1=CC=2OCOC2C=C1)C1(SCCN1)SCC piperonyl-ethylthiothiazolidine